N1(N=CC=C1)C1=CC(=NC=C1)NC1CCC(CC1)NC1=CC=CC=2N1C=C(N2)C(F)(F)F N1-[4-(1H-pyrazol-1-yl)pyridin-2-yl]-N4-[2-(trifluoromethyl)imidazo[1,2-a]pyridin-5-yl]cyclohexane-1,4-diamine